5-[(3S,4S)-3,4-difluoropyrrolidin-1-yl]pentanoic acid F[C@H]1CN(C[C@@H]1F)CCCCC(=O)O